COC(=O)C=1C=NN(C1)C1CCN(CC1)CC (1-ethylpiperidin-4-yl)-1H-pyrazole-4-carboxylic acid methyl ester